lithium iron phosphate salt P(=O)([O-])([O-])[O-].[Fe+2].[Li+]